ClC1=NC2=CC=C(C=C2C(=C1)Cl)C1=C(C=C(C=C1)Cl)Cl 2,4-dichloro-6-(2,4-dichlorophenyl)quinoline